COC=1C=CC(=NC1)COC1=CC=C2CCNC(C2=C1)=O 7-[(5-Methoxypyridin-2-yl)methoxy]-1,2,3,4-tetrahydroisoquinolin-1-one